Methyl 3-iodo-4-(((1-(4-nitrophenyl)-1H-pyrazol-3-yl)methyl)sulfonyl)benzoate IC=1C=C(C(=O)OC)C=CC1S(=O)(=O)CC1=NN(C=C1)C1=CC=C(C=C1)[N+](=O)[O-]